((4-carbamoyl-1-(4-(3-fluoro-5-(trifluoromethyl) benzyl) pyridin-2-yl)-3-methyl-1H-pyrazol-5-yl) methyl) phosphate P(=O)(OCC1=C(C(=NN1C1=NC=CC(=C1)CC1=CC(=CC(=C1)C(F)(F)F)F)C)C(N)=O)([O-])[O-]